OC1(COC1)C1=CC=C(C=C1)C(=O)N1CC2=CC=C(C=C2CC1)C1=CC=C(C=C1)C(F)(F)F (4-(3-hydroxyoxetan-3-yl)phenyl)(6-(4-(trifluoromethyl)phenyl)-3,4-dihydroisoquinolin-2(1H)-yl)methanone